sodium acrylamide salt C(C=C)(=O)[NH-].[Na+]